BrC=1C(=C2C=C(C(N3C2=C(C1OCOC)CC3)=O)NCCC3CCC3)F 8-bromo-5-((2-cyclobutylethyl)amino)-7-fluoro-9-(methoxymethoxy)-1,2-dihydro-4H-pyrrolo[3,2,1-ij]quinolin-4-one